O=C([C@H](CCNC(OCC1=CC=CC=C1)=O)NC(OCC1=CC=CC=C1)=O)NC1=CC=C2C=NN(C2=C1)C=1C=C(C=CC1)C (S)-dibenzyl (4-oxo-4-((1-(m-tolyl)-1H-indazol-6-yl)amino)butane-1,3-diyl)dicarbamate